triethoxyalanine C(C)OC([C@H](N)C(=O)O)(OCC)OCC